1-(4-fluorophenyl)-4-methyl-2-oxo-1,2-dihydropyridine-3-carbonitrile FC1=CC=C(C=C1)N1C(C(=C(C=C1)C)C#N)=O